C1=C(C=CC=2OC3=C(C21)C=CC=C3)C3=CC=C(C=C3)C3=CC=C(C=C3)N(C=3C2=CC=CC=C2C=2C=CC=CC2C3)C3=CC=C(C=C3)C3=CC=CC2=CC=CC=C32 {4'-(dibenzofuran-2-yl)-[1,1'-biphenyl]-4-yl}-4-(naphthalen-1-yl)phenyl-phenanthren-9-yl-amine